(S)-Tributyl(1-(naphthalen-2-yl)ethoxy)silane C(CCC)[Si](O[C@@H](C)C1=CC2=CC=CC=C2C=C1)(CCCC)CCCC